BrC=1C=NN(C1)C=C1CC2(CN(C2)C(=O)OC(C)(C)C)C1 Tert-Butyl 6-[(4-bromopyrazol-1-yl)methylene]-2-azaspiro[3.3]heptane-2-carboxylate